1-(4-((3S,4S)-3-cyclohexyl-7-hydroxyisochroman-4-yl)phenyl)piperidine-4-carbaldehyde C1(CCCCC1)[C@@H]1OCC2=CC(=CC=C2[C@@H]1C1=CC=C(C=C1)N1CCC(CC1)C=O)O